2-Chloro-N-(4-methoxyphenyl)-N-(tert-amyl)acetamide ClCC(=O)N(C(C)(C)CC)C1=CC=C(C=C1)OC